Dihexadecanoyl-L-carnitine C(CCCCCCCCCCCCCCC)(=O)C([C@](O)(CC([O-])=O)C(CCCCCCCCCCCCCCC)=O)[N+](C)(C)C